BrC=1C=C(C=C2C(OC(OC2=O)C2=CC=CC=C2)=O)C=CC1O 5-(3-bromo-4-hydroxybenzylidene)-2-phenyl-1,3-dioxane-4,6-dione